2,2-diethyl-6-methyl-4H-benzo[d][1,3]dioxin-4-one C(C)C1(OC(C2=C(O1)C=CC(=C2)C)=O)CC